9-chloro-10-(2,4-difluorophenyl)-7-(piperazin-1-yl)-2,3-dihydro-5H-[1,4]thiazino[2,3,4-ij]quinazolin-5-one ClC=1C=C2C(=NC(N3C2=C(C1C1=C(C=C(C=C1)F)F)SCC3)=O)N3CCNCC3